o-chlorobenzylacetone ClC1=C(CCC(C)=O)C=CC=C1